3-{[(4-cyanophenyl)carbamoyl]amino}-3-(quinolin-3-yl)propanoic acid C(#N)C1=CC=C(C=C1)NC(=O)NC(CC(=O)O)C=1C=NC2=CC=CC=C2C1